4,5,6-triphenylpyrimidine C1(=CC=CC=C1)C1=NC=NC(=C1C1=CC=CC=C1)C1=CC=CC=C1